FC1=CC=C(C=C1)C=1N=C2SC=C(N2C1)CC(=O)NNC1=CC=C(C=C1)[N+](=O)[O-] 2-(2-(6-(4-Fluorophenyl)imidazo[2,1-b]thiazol-3-yl)acetyl)-N-(4-nitrophenyl)hydrazine